F[C@@]12[C@@H](CNCC1)CN(C2=O)C=2C=C(C(=C(C(=O)O)C2)C)C 5-((3aS,7aR)-7a-fluoro-1-oxooctahydro-2H-pyrrolo[3,4-c]pyridin-2-yl)-2,3-dimethylbenzoic acid